trans-tert-Butyl 2-hydroxycyclohexylcarbamate O[C@H]1[C@@H](CCCC1)NC(OC(C)(C)C)=O